C(=O)C(C(=O)OCC)C=O ethyl diformylacetate